1,1,1,2,2-pentaFluoroethyl 1,1,2,2,2-pentafluoroethyl ether FC(C(F)(F)F)(F)OC(C(F)(F)F)(F)F